1-(2-chloro-4-((5-(2-(1-methylpiperazin-4-yl)ethoxy)-2,3-dihydro-[1,4]dioxino[2,3-f]quinazolin-10-yl)amino)phenyl)-3-cyclopropylurea ClC1=C(C=CC(=C1)NC1=NC=NC2=CC(=C3C(=C12)OCCO3)OCCN3CCN(CC3)C)NC(=O)NC3CC3